CN1C=C(C=2C1=CN=C(C2)NC(C)=O)C2=NC(=CC1=C2OC(CO1)C)SC N-(1-methyl-3-(3-methyl-7-(methylthio)-2,3-dihydro-[1,4]dioxino[2,3-c]pyridin-5-yl)-1H-pyrrolo[2,3-c]pyridin-5-yl)acetamide